FC1=C(C=CC(=C1)C(F)(F)F)N1C(SC2=C1C=CC(=C2)OC)=O (2-fluoro-4-(trifluoromethyl)-phenyl)-6-methoxybenzothiazol-2(3H)-one